N-(5-((6-Methoxy-7-(3-morpholinopropoxy)chinolin-4-yl)oxy)pyridin-2-yl)-6-(pyrrolidin-1-yl)picolinamid COC=1C=C2C(=CC=NC2=CC1OCCCN1CCOCC1)OC=1C=CC(=NC1)NC(C1=NC(=CC=C1)N1CCCC1)=O